MANGANESE HYPOPHOSPHITE [PH2](=O)[O-].[Mn+2].[PH2](=O)[O-]